CC(C)(OC(NCCOCCOCC(=O)NCCCC[C@H](NC(=O)OCC1C2=CC=CC=C2C=2C=CC=CC12)C(=O)O)=O)C N6-(2,2-dimethyl-4,13-dioxo-3,8,11-trioxa-5-azatridecan-13-yl)-N2-{[(9H-fluoren-9-yl)methoxy]carbonyl}-L-lysine